[Si](C)(C)(C(C)(C)C)OCC=1N=CC2=C(N1)N(C(C21CCOCC1)=O)C1=CC=C(C=C1)N1CCOCC1 2'-(((tert-butyldimethylsilyl)oxy)methyl)-7'-(4-morpholinophenyl)-2,3,5,6-tetrahydrospiro[pyran-4,5'-pyrrolo[2,3-d]pyrimidin]-6'(7'H)-one